BrC1=CC2=C(N=C(N=C2N[C@H](C)C2=C(C(=CC=C2)C(F)(F)F)C)C)C=N1 6-bromo-2-methyl-N-{(1R)-1-[2-methyl-3-(trifluoromethyl)phenyl]ethyl}pyrido[3,4-d]pyrimidin-4-amine